N-(2-cyclopropylethyl)-2-{[8-fluoro-6-hydroxy-7-(1,1,4-trioxo-1λ6,2,5-thiadiazolidin-2-yl)naphthalen-2-yl]amino}acetamide C1(CC1)CCNC(CNC1=CC2=C(C(=C(C=C2C=C1)O)N1S(NC(C1)=O)(=O)=O)F)=O